N1N=CC=2C1=NC=C(C2)OC2=CC=C(C=C2)N2C(N(CC2=O)C2=CC(=CC=C2)C2(OCC2)C(F)(F)F)=O 3-[4-(1H-pyrazolo[3,4-b]pyridin-5-yloxy)phenyl]-1-{3-[2-(trifluoromethyl)-2-oxetanyl]phenyl}-2,4-imidazolidinedione